methyl 2-bromo-5-[[5-(3,5-dichlorophenyl)-5-(trifluoromethyl)-4H-isoxazol-3-yl]amino]benzoate BrC1=C(C(=O)OC)C=C(C=C1)NC1=NOC(C1)(C(F)(F)F)C1=CC(=CC(=C1)Cl)Cl